N1=CN=C(C2=C1C=CS2)NC2CCN(CC2)C(=O)OCC ethyl 4-(thieno[2,3-e]pyrimidin-4-ylamino)piperidine-1-carboxylate